O=S Oxysulphide